CC1=CC=CC=C1NC(=O)CC(=O)C N-(2-methylphenyl)-3-oxobutanamide